(dimethylamino)dimethyl-(3-vinylphenyl)silane CN(C)[Si](C1=CC(=CC=C1)C=C)(C)C